BrC=1C(=C(N(C2=CC=CC=C2)C2=CC=CC=C2)C=CC1)Cl 3-bromo-2-chloro-N,N-diphenyl-aniline